N-((1,2,3,5,6,7-hexahydro-s-indacen-4-yl)carbamoyl)-1-methylazepane-4-sulfonamide, potassium salt [K].C1CCC2=C(C=3CCCC3C=C12)NC(=O)NS(=O)(=O)C1CCN(CCC1)C